[2-[1-(azetidin-3-ylmethyl)-1-methyl-piperidin-1-ium-4-yl]ethyl]-4-[[3-[4-(difluoromethoxy)-2,3-difluoro-phenyl]imidazo[1,2-a]pyrazin-8-yl]amino]-2-ethyl-benzamide Diformate C(=O)[O-].C(=O)[O-].N1CC(C1)C[N+]1(CCC(CC1)CCC=1C(=C(C(=O)N)C=CC1NC=1C=2N(C=CN1)C(=CN2)C2=C(C(=C(C=C2)OC(F)F)F)F)CC)C.N2CC(C2)C[N+]2(CCC(CC2)CCC=2C(=C(C(=O)N)C=CC2NC=2C=1N(C=CN2)C(=CN1)C1=C(C(=C(C=C1)OC(F)F)F)F)CC)C